ClC1=C(C=CC(=C1)Cl)CC#N 2,4-dichlorobenzeneacetonitrile